5-bromo-3-hydroxy-3-trifluoromethyl-isobenzofuran-1(3H)-one BrC=1C=C2C(OC(C2=CC1)=O)(C(F)(F)F)O